N-(3-aminopropyl)-4-aminobutanol NCCCNCCCCO